ClC=1C=C(C=C(C1)NS(=O)(=O)C)NC(=O)C=1C=NN(C1)C(C)C1=CC=CC=C1 N-(3-chloro-5-(methylsulfonylamino)phenyl)-1-(1-phenylethyl)-1H-pyrazole-4-carboxamide